C1(CCC1)N[C@@H]1CN(CC1)C1=CC=C(N=N1)C1=C(C=C(C(=C1)F)C1=CN=NC(=C1)OC)O 2-{6-[(3S)-3-(cyclobutylamino)pyrrolidin-1-yl]pyridazin-3-yl}-4-fluoro-5-(6-methoxypyridazin-4-yl)phenol